Cl.FC1=CC2=C(C3=C(NC=4C=CC(=CC34)F)C(N(C2)C[C@H](CCCN)N)=O)C=C1 (S)-3-fluoro-6-(2,5-diaminopentyl)-11-fluoro-5,8-dihydrobenzo[5,6]azepino[3,4-b]indol-7(6H)-one hydrochloride salt